[C@H]12CC(C[C@H](CC1)N2)N(C=2C1=CN(N=C1C(=CC2)C(=O)NC=2C=C(C=1N(C2)C=C(N1)C)F)CC)C 4-[(1R,5S)-8-azabicyclo[3.2.1]octan-3-yl(methyl)amino]-2-ethyl-N-{8-fluoro-2-methylimidazo[1,2-a]pyridin-6-yl}indazole-7-carboxamide